O=C1N(C(C=C1)=O)C1=CC=C(C=C1)C#CC#N 3-(4-(2,5-dioxo-2,5-dihydro-1H-pyrrol-1-yl)phenyl)propiolonitrile